N=1C=CN2C1C(=CC=C2)C=O imidazo[1,2-a]pyridine-8-carboxaldehyde